1-((3S,4R)-4-(3,5-difluorophenyl)-1-(2-methoxyethyl)pyrrolidin-3-yl)-3-(3,4-dimethyl-1-phenyl-1H-pyrazol-5-yl)urea FC=1C=C(C=C(C1)F)[C@H]1[C@@H](CN(C1)CCOC)NC(=O)NC1=C(C(=NN1C1=CC=CC=C1)C)C